C1(CC1)C1=C(C=C(C(=C1)OC)OC)C1CCC(CC1)=CNCCN1CCN(CC1)CCO 5-(2-cyclopropyl-4,5-dimethoxyphenyl)-2-(((2-(4-(2-hydroxyethyl)piperazin-1-yl)ethyl)amino)methylene)cyclohexane